COCOC=1C=C(C2=C(C=CC=C2C1)C#C[Si](C(C)C)(C(C)C)C(C)C)CC(=O)[O-] [3-(methoxymethoxy)-8-(2-triisopropylsilylethynyl)-1-naphthyl]acetate